CC1=C(C=CC=C1NC(C1=NC=C(C(=C1)OC)CNCCS(=O)(=O)C)=O)C1=C(C(=CC=C1)NC(C1=NC=C(C(=C1)OC)CNCCS(=O)(=O)C)=O)C N,N'-(2,2'-dimethyl-[1,1'-biphenyl]-3,3'-diyl)bis(4-methoxy-5-(((2-(methylsulfonyl)ethyl)amino)methyl)picolinamide)